tris((2,6-dimethylheptane-4-yl)oxy)(2-isopropylphenyl)silane methyl-3-amino-5-fluoro-2-methylbenzoate COC(C1=C(C(=CC(=C1)F)N)C)=O.CC(C)CC(CC(C)C)O[Si](C1=C(C=CC=C1)C(C)C)(OC(CC(C)C)CC(C)C)OC(CC(C)C)CC(C)C